N1(C=NC=C1)C=1C=C(C(=O)N[C@@H]2[C@@H](OCC2)C)C=CC1 3-(1H-imidazol-1-yl)-N-((2S,3S)-2-methyltetrahydrofuran-3-yl)benzamide